BrC=1C=C(C=C(C1)Cl)C1CN(CCN1)C(C(F)(F)F)=O 1-[3-(3-bromo-5-chloro-phenyl)piperazin-1-yl]-2,2,2-trifluoro-ethanone